FC1=CC=C(C=C1)S(=O)(=O)OC=CC1=CC=C(C=C1)C.[Te] (E)-tellurium (4-methyl styryl) 4-fluorobenzenesulfonate